(R)-6-(2-hydroxy-2-(3-(trifluoromethyl)phenyl)acetyl)-2-(1-(4-(3-hydroxy-3-methylbut-1-yn-1-yl)thiophen-2-yl)cyclopropyl)-3,5,6,7,8,9-hexahydro-4H-pyrimido[5,4-c]azepin-4-one O[C@@H](C(=O)N1CC2=C(CCC1)N=C(NC2=O)C2(CC2)C=2SC=C(C2)C#CC(C)(C)O)C2=CC(=CC=C2)C(F)(F)F